C1=NC(=CC2=C1NC1=CC=CC=C21)N 9H-pyrido[3,4-b]indol-3-amine